ClC1=CC(=C(C=N1)C1=NN=C(S1)C12CCC(CC1)(CC2)CO)NC2CCOCC2 [4-(5-{6-chloro-4-[(oxan-4-yl)amino]pyridin-3-yl}-1,3,4-thiadiazol-2-yl)bicyclo[2.2.2]octan-1-yl]methanol